2-[2-[2-[2-[2-[2-[2-[4-[6-(dimethylamino)-2-fluoro-pyridin-3-yl]phenyl]imidazo-[1,2-a]pyridin-6-yl]oxyethoxy]ethoxy]ethoxy]ethoxy]ethoxy]ethyl 4-methylbenzene-sulfonate CC1=CC=C(C=C1)S(=O)(=O)OCCOCCOCCOCCOCCOCCOC=1C=CC=2N(C1)C=C(N2)C2=CC=C(C=C2)C=2C(=NC(=CC2)N(C)C)F